C1(CC1)CN1CCNCC1 (cyclopropylmethyl)piperazin